l-carnitine ferulate C(\C=C\C1=CC(OC)=C(O)C=C1)(=O)O[C@@H](C[N+](C)(C)C)CC([O-])=O